CC1=C(C(C(=C(N1)C)P2(=O)OCC(CO2)(C)C)C3=CC(=CC=C3)[N+](=O)[O-])C(=O)OCCN(CC4=CC=CC=C4)C5=CC=CC=C5 The molecule is a carboxylic ester resulting from the formal condensation of the carboxy group of 5-(5,5-dimethyl-2-oxido-1,3,2-dioxaphosphinan-2-yl)-2,6-dimethyl-4-(3-nitrophenyl)-1,4-dihydropyridine-3-carboxylic acid with the hydroxy group of 2-[benzyl(phenyl)amino]ethanol. It is a C-nitro compound, a carboxylic ester, a tertiary amino compound and a dihydropyridine.